ClC1=C(N=C2C=C(C(=NC2=C1Cl)C=1C=NC(=NC1)P1(CCCC1)=O)F)C [5-(7,8-dichloro-3-fluoro-6-methyl-1,5-naphthyridin-2-yl)pyrimidin-2-yl]-1lambda5-phospholan-1-one